pentaethylene-hexamine NCCNCCNCCNCCNCCN